calcium bis[3,5-di(tert-butyl)-4-hydroxybenzyl (ethoxy) phosphinate] C(C)(C)(C)C=1C=C(CP([O-])(=O)OCC)C=C(C1O)C(C)(C)C.C(C)(C)(C)C=1C=C(CP([O-])(=O)OCC)C=C(C1O)C(C)(C)C.[Ca+2]